C=1OC=CN2C1C=CC=C2 pyrido[2,1-c][1,4]oxazin